3-methyl-1-(4-sulfophenyl)-2-pyrazolin-5-one CC1=NN(C(C1)=O)C1=CC=C(C=C1)S(=O)(=O)O